tris(methoxymethyl)-3-cresol COCC(C1=CC(=CC=C1)O)(COC)COC